C(OCCCCCCBr)(OCCCCCC=CCC)=O (Z)-6-bromohexyl non-6-en-1-yl carbonate